6-trans-propenyl-dihydro-pyran-2,4-dione C(=CC)C1C(OCCC1=O)=O